ClC1=CC(=C(C=C1)[C@@H]1OC2=C(C=CC=C2C=C1)C1CCN(CC1)CN1OC(=NC1C1=CC2=C(C=N1)NC(=N2)C[C@@H]2OCC2)C(F)(F)F)F 2-((4-((R)-2-(4-chloro-2-fluorophenyl)-2H-chromen-8-yl)piperidin-1-yl)methyl)-3-(((S)-oxetan-2-yl)methyl-3H-imidazo[4,5-c]pyridin-6-yl)-5-(trifluoromethyl)-1,2,4-Oxadiazole